2-(5-(2-((S)-2-methylazetidin-1-yl)-6,7-dihydro-5H-cyclopenta[d]pyrimidin-4-yl)-2,3-dihydro-1H-inden-2-yl)acetamide C[C@@H]1N(CC1)C=1N=C(C2=C(N1)CCC2)C=2C=C1CC(CC1=CC2)CC(=O)N